N-((1R,2S)-2-phenylcyclopropyl)-3-((6-phenylpyridazin-3-yl)amino)adamantane-1-carboxamide C1(=CC=CC=C1)[C@H]1[C@@H](C1)NC(=O)C12CC3(CC(CC(C1)C3)C2)NC=2N=NC(=CC2)C2=CC=CC=C2